[Si](C)(C)(C(C)(C)C)[C@H]1CNCC1.[K] potassium R-3-tert-butyl-dimethylsilylpyrrolidin